4-(1-hydroxy-2-((1-methylethyl)-amino)ethyl)-1,2-benzenediol OC(CNC(C)C)C=1C=C(C(=CC1)O)O